NC=1C(=C(C(=C(C1)C)C)[C@H]1[C@@H](CC=2C(=NC(=NC2C1)OC[C@H]1N(CCC1)C)N1[C@H](CN(CC1)C(C=C)=O)C)C)F 1-[(3S)-4-[(6R,7R)-7-(3-amino-2-fluoro-5,6-dimethyl-phenyl)-6-methyl-2-[[(2S)-1-methylpyrrolidin-2-yl]methoxy]-5,6,7,8-tetrahydroquinazolin-4-yl]-3-methylpiperazin-1-yl]prop-2-en-1-one